3-(hexahydrocyclopenta[c]pyrrol-2(1H)-yl)-6a,7,9,10-tetrahydropyrazino[1,2-d]pyrido[3,2-b][1,4]oxazin C1N(CC2C1CCC2)C2=CC=1OCC3N(C1N=C2)CCNC3